(S)-1-amino-2-(1-methacryloylpiperidin-2-yl)-4-(4-((5-methylpyridin-2-yl)carbamoyl)phenyl)-1H-imidazole-5-carboxamide NN1C(=NC(=C1C(=O)N)C1=CC=C(C=C1)C(NC1=NC=C(C=C1)C)=O)[C@H]1N(CCCC1)C(C(=C)C)=O